C(C=C)(=O)NC=1C=C2C(=NNC2=CC1)C(=O)NC1=CC=C(C=C1)C(=O)N1CCN(CC1)C 5-acrylamido-N-(4-(4-methylpiperazine-1-carbonyl)phenyl)-1H-indazole-3-carboxamide